C(C1=CC=CC=C1)(=O)N1CSCC1 3-benzoyl-thiazolidine